4-[[2-[4-(2-acetyl-5-chlorophenyl)-3-methoxy-6-oxo-1(6H)-pyridazinyl]-4-methyl-1-oxopentyl]amino]-benzoic acid C(C)(=O)C1=C(C=C(C=C1)Cl)C=1C(=NN(C(C1)=O)C(C(=O)NC1=CC=C(C(=O)O)C=C1)CC(C)C)OC